ClC=1C=C(OC2=C3C(=NC=C2)NC=C3C3=NC(=NC=C3)N)C=CC1 4-(4-(3-chlorophenoxy)-1H-pyrrolo[2,3-b]pyridin-3-yl)pyrimidin-2-amine